Benzyl (2E)-3-[3-fluoro-4-(morpholin-4-yl)phenyl]prop-2-enoate FC=1C=C(C=CC1N1CCOCC1)/C=C/C(=O)OCC1=CC=CC=C1